FC(C1=CC=CC(=N1)OCC1C2CNCC12)(F)F 6-({[6-(trifluoromethyl)pyridin-2-yl]oxy}methyl)-3-azabicyclo[3.1.0]hexane